CC1C(C(C1)O)O 3-methylcyclobutane-1,2-diol